NC=1C=C(C(=C(C1)C1=CC=C2C(=NC(=NC2=C1F)OC[C@]12CCCN2C[C@@H](C1)F)N1C[C@@](CCC1)(O)C)C(F)(F)F)Cl (R)-1-(7-(5-amino-3-chloro-2-(trifluoromethyl)phenyl)-8-fluoro-2-(((2R,7aS)-2-fluorotetrahydro-1H-pyrrolizin-7a(5H)-yl)methoxy)quinazolin-4-yl)-3-methylpiperidin-3-ol